2-allyl-6-(4-morpholino-3-toluidino)-1-[6-(4-piperidyloxy)-2-pyridyl]-1,2-dihydro-3H-1,2,5,7-tetraazainden-3-one C(C=C)N1N(C2=NC(=NC=C2C1=O)NC=1C=C(C=CC1N1CCOCC1)C)C1=NC(=CC=C1)OC1CCNCC1